(R)-2-(6-chloro-4-fluoro-1-oxoisoindolin-2-yl)propionic acid tert-butyl ester C(C)(C)(C)OC([C@@H](C)N1C(C2=CC(=CC(=C2C1)F)Cl)=O)=O